tert-Butyl (2S)-4-(7-(5-chloro-6-methyl-1H-indazol-4-yl)-2-(((S)-1-methylpyrrolidin-2-yl)methoxy)-6,7-dihydro-5H-pyrano[2,3-d]pyrimidin-4-yl)-2-(cyanomethyl)piperazine-1-carboxylate ClC=1C(=C2C=NNC2=CC1C)C1CCC2=C(N=C(N=C2N2C[C@@H](N(CC2)C(=O)OC(C)(C)C)CC#N)OC[C@H]2N(CCC2)C)O1